2-((2-cyclopropyl-4-(4-methylpiperazin-1-yl)phenyl)amino)-4-((3-(3-methyl-2-oxotetrahydropyrimidin-1(2H)-yl)propyl)amino)pyrimidine-5-carbonitrile C1(CC1)C1=C(C=CC(=C1)N1CCN(CC1)C)NC1=NC=C(C(=N1)NCCCN1C(N(CCC1)C)=O)C#N